N[C@H](C(=O)O)CCC(=O)C=1N=NN(N1)C1=CC=C(C=C1)OC (S)-2-amino-5-(2-(4-methoxyphenyl)-2H-tetrazol-5-yl)-5-oxopentanoic acid